CC1(C(C1)C(=O)N)C1=NC=CC=C1 2-methyl-2-(pyridin-2-yl)cyclopropane-1-carboxamide